3-Methyl-5-(2-(6-methyl-2-pyrazinyl)ethyl)-2,4,8,9-tetrazabicyclo[4.3.0]nona-1,3,5,7-tetraene CC=1N=C2NN=CC2=C(N1)CCC1=NC(=CN=C1)C